benzyl 3-amino-6-chloro-2-fluorobenzoate NC=1C(=C(C(=O)OCC2=CC=CC=C2)C(=CC1)Cl)F